4-Amino-5-bromo-6-(4-cyano-2-methoxyphenoxy)nicotinic acid ethyl ester C(C)OC(C1=CN=C(C(=C1N)Br)OC1=C(C=C(C=C1)C#N)OC)=O